3-(5-(1-cyclopropyl-4-((3-(hydroxymethyl)pyrrolidin-1-yl)methyl)-1H-pyrrolo[2,3-b]pyridin-6-yl)-1-oxoisoindolin-2-yl)piperidine-2,6-dione C1(CC1)N1C=CC=2C1=NC(=CC2CN2CC(CC2)CO)C=2C=C1CN(C(C1=CC2)=O)C2C(NC(CC2)=O)=O